bis(4-diethoxyethylsilylbutyl)N-methylamine C(C)OC(C[SiH2]CCCCN(C)CCCC[SiH2]CC(OCC)OCC)OCC